C(#C)C1CN(C1)C(=O)[O-] 3-ethynylazetidine-1-carboxylate